N1(CCCCCC1)C1=C(C(=NC(=N1)Cl)CC1(C(=CCCC1)OCC)O)CO 1-[[6-(azepan-1-yl)-2-chloro-5-(hydroxymethyl)pyrimidine-4-yl]methyl]-2-ethoxy-cyclohex-2-en-1-ol